C(CC=C)C1=C(C(=O)NC#N)C=CC=C1 (but-3-en-1-yl)-N-cyanobenzamide